CC1=C(OC2=C(C=C(C=C2C1=O)C)[C@@H](C)NC1=CC=C(C(=C1C(=O)N)F)F)C=1C=NN(C1)C 6-[[(1R)-1-[3,6-Dimethyl-2-(1-methylpyrazol-4-yl)-4-oxo-chromen-8-yl]-ethyl]amino]-2,3-difluoro-benzamide